(S)-5-(2-chlorophenoxy)-3-((1-phenylethyl)amino)-4H-benzo[e][1,2,4]thiadiazine 1,1-dioxide ClC1=C(OC2=CC=CC3=C2NC(=NS3(=O)=O)N[C@@H](C)C3=CC=CC=C3)C=CC=C1